1,4-dicarboxyl-naphthalene C(=O)(O)C1=CC=C(C2=CC=CC=C12)C(=O)O